FC(OC1=C(C=CC2=CC=C(C=C2)C2=CC=C(C=C2)C=CC2=C(C=C(C=C2)N2C3=CC=CC=C3C=3C=CC=CC23)OC(F)(F)F)C=CC(=C1)N1C2=CC=CC=C2C=2C=CC=CC12)(F)F 4,4'-bis[2-trifluoromethoxy-4-(9-carbazolyl)styryl]biphenyl